8-(2-(2-Fluoro-5-((6-fluoro-4-formyl-1H-indol-5-yl)oxy)phenyl)-1H-imidazol-5-yl)-8-(3-iodophenyl)nonanenitrile FC1=C(C=C(C=C1)OC=1C(=C2C=CNC2=CC1F)C=O)C=1NC(=CN1)C(CCCCCCC#N)(C)C1=CC(=CC=C1)I